BrC=1C=2CCC3N(C2N=CC1)CCNC3 4-bromo-6,6a,7,8,9,10-hexahydro-5H-pyrazino[1,2-a][1,8]naphthyridine